5-(3-(3-Chloro-5-((2-chlorobenzyl)oxy)-4-fluorophenyl)-2-oxo-2H-[1,3'-bipyridin]-5-yl)pyrimidine-2,4(1H,3H)-dione ClC=1C=C(C=C(C1F)OCC1=C(C=CC=C1)Cl)C=1C(N(C=C(C1)C=1C(NC(NC1)=O)=O)C=1C=NC=CC1)=O